F[C@H]1CN(CC[C@H]1NC1=C2C=C(N(C2=CC=C1)CC(F)(F)F)C#CCNC1=C(C=C(C(=O)O)C=C1)OC)CCO 4-{[3-(4-{[(3S,4R)-3-fluoro-1-(2-hydroxyethyl)piperidin-4-yl]amino}-1-(2,2,2-trifluoroethyl)-1H-indol-2-yl)prop-2-yn-1-yl]amino}-3-methoxybenzoic acid